N-((R)-1-(4-(ethylsulfonyl)phenyl)-2-hydroxyethyl)picolinamide C(C)S(=O)(=O)C1=CC=C(C=C1)[C@H](CO)NC(C1=NC=CC=C1)=O